2-(3,5-Dichloro-4-((2-(pyridin-2-ylmethyl)-1-oxo-1,2,3,4-tetrahydroisoquinoline-6-yl)oxy)phenyl)-3,5-dioxo-2,3,4,5-Tetrahydro-1,2,4-triazine-6-carboxylic acid ClC=1C=C(C=C(C1OC=1C=C2CCN(C(C2=CC1)=O)CC1=NC=CC=C1)Cl)N1N=C(C(NC1=O)=O)C(=O)O